CC1=NN=C(C2=C1CC(C2)C=O)C 1,4-dimethyl-6,7-dihydro-5H-cyclopenta[d]pyridazine-6-carbaldehyde